C(C)OC(=O)C=1C=NN(C1C)C1=CC=C(C=C1)\C=C\C1=CC(=CC(=C1)OC)OC (E)-1-(4-(3,5-Dimethoxystyryl)phenyl)-5-methyl-1H-pyrazole-4-carboxylic acid ethyl ester